4-{4'-(dimethylhydroxysilyl)phenyl}phenyldiphenylsulfonium triflate [O-]S(=O)(=O)C(F)(F)F.C[Si](C1=CC=C(C=C1)C1=CC=C(C=C1)[S+](C1=CC=CC=C1)C1=CC=CC=C1)(O)C